2-((S)-4-(2-(((S)-1-methylpyrrolidin-2-yl)methoxy)-7-(naphthalen-1-yl)-5,6-dihydroquinazolin-4-yl)piperazin-2-yl)acetonitrile trifluoroacetate FC(C(=O)O)(F)F.CN1[C@@H](CCC1)COC1=NC=2C=C(CCC2C(=N1)N1C[C@@H](NCC1)CC#N)C1=CC=CC2=CC=CC=C12